N1=CN=CC(=C1)C1=CNC2=NC=CC(=C21)N2CCC(CC2)N 1-(3-pyrimidin-5-yl-1H-pyrrolo[2,3-b]pyridin-4-yl)piperidin-4-amine